ClC1=CC(=C(C=C1)C1=CC=C(C=N1)[C@@H](C)N)OC=1N(N=C(C1)C1=NC=CC=C1)C (1R)-1-[6-[4-chloro-2-(2-methyl-5-pyridin-2-ylpyrazol-3-yl)oxyphenyl]pyridin-3-yl]ethanamine